O[C@H](CC[C@H](C)N1C=CC(C2=CC=C(N=C12)N1C(N(C2=NC=CC(=C21)OCC(=C)C)COCC[Si](C)(C)C)=O)=O)C 1-((2S,5S)-5-hydroxyhexan-2-yl)-7-(7-((2-methylallyl)oxy)-2-oxo-3-((2-(trimethylsilyl)ethoxy)methyl)-2,3-dihydro-1H-imidazo[4,5-b]pyridin-1-yl)-1,8-naphthyridin-4(1H)-one